C1=NC(=CC2=CC=CC=C12)C1=NC2=CC=C(C=C2C(N1)=O)OCCCC1=CC=NC=C1 2-isoquinolin-3-yl-6-(3-pyridin-4-yl-propoxy)-3H-quinazolin-4-one